6',8'-dioxo-4',6',7',8'-tetrahydro-3'H-spiro[azetidine-3,2'-pyrano[2,3-f]isoindole] O=C1NC(C=2C=C3C(=CC12)CCC1(O3)CNC1)=O